C1(=CC=CC=C1)N(OS(=O)(=O)C(F)(F)F)OS(=O)(=O)C(F)(F)F N-phenyl-O-((trifluoromethyl)sulfonyl)-N-(((trifluoromethyl)sulfonyl)oxy)hydroxylamine